Cl.CN1N=C2C=CC(=CC2=C1)C=1SC2=C(N1)C=CC(=C2)C2CCNCC2 2-(2-Methyl-2H-indazol-5-yl)-6-(piperidin-4-yl)-1,3-benzothiazol-Hydrochlorid